ethyl 2,4-pentadienoate C(C=CC=C)(=O)OCC